N-((1R,4r)-4-(5-cyano-4-((1R,3S)-3-hydroxycyclohexylamino)pyrimidin-2-ylamino)cyclohexyl)acetamide C(#N)C=1C(=NC(=NC1)NC1CCC(CC1)NC(C)=O)N[C@H]1C[C@H](CCC1)O